C(C)(C)(C)OC(=O)N1C(CCC1)C1=CC(=C(C=C1)C=1N=C2SC3=C(N2C1C)C=CC(=C3)C(=O)O)F (4-(1-(tert-butoxycarbonyl)pyrrolidin-2-yl)-2-fluorophenyl)-3-methylbenzo[d]imidazo[2,1-b]thiazole-7-carboxylic acid